BrC=1C(=C(C=O)C(=C(C1)F)Cl)F 3-bromo-6-chloro-2,5-difluorobenzaldehyde